COC1=CC=C(C=C1)N(C1=CC=C(C=C1)OB(O)O)C1=CC=C(C=C1)OC (4-(bis(4-methoxyphenyl)amino)phenyl)boric acid